C(C1=CC=CC=C1)OC=1N=C(C(=NC1)NC1=C(C(=CC=C1C)OC)C)Cl 5-benzyloxy-3-chloro-N-(3-methoxy-2,6-dimethyl-phenyl)pyrazin-2-amine